ClC1=NC=C(C=N1)CC(=O)O 2-(2-chloropyrimidin-5-yl)acetic acid